N1(CCOCC1)C1=NC2=C(N=CC=C2C(=C1)N1C(CCC1)CO)C1=CC=NN1 {1-[2-(morpholin-4-yl)-8-(1H-pyrazol-5-yl)-1,7-naphthyridin-4-yl]pyrrolidin-2-yl}methanol